CC1NC(CCC(N2CCCC(N(C(CNC1=O)=O)C)C2)=O)=O 7,12-dimethyl-1,6,9,12-tetraazabicyclo[11.3.1]heptadecane-2,5,8,11-tetraone